CN1CCC(CC1)C1=CC=C(C=C1)C=1C=C2C(NC=NN2C1)=O 6-(4-(1-methylpiperidine-4-Yl)phenyl)pyrrolo[2,1-f][1,2,4]Triazin-4(3H)-one